S(CCC(=O)OC(CCCCCCCCCCCCC)=O)CCC(=O)OC(CCCCCCCCCCCCC)=O dimyristoyl 3,3'-thiodipropionate